(5''-bromospiro[cyclopropane-1,1'-cyclohexane-4',3''-indolin]-1''-yl)(3-((3-methylazetidin-1-yl)sulfonyl)phenyl)methanone BrC=1C=C2C3(CN(C2=CC1)C(=O)C1=CC(=CC=C1)S(=O)(=O)N1CC(C1)C)CCC1(CC3)CC1